[Na].C(C)(C)(C)OC(=O)N[C@H]1C2(CN3N=CC=C31)CCN(CC2)C=2N=CC(=NC2)S (S)-5-(4'-((tert-Butoxycarbonyl)amino)-4'H,6'H-spiro[piperidine-4,5'-pyrrolo[1,2-b]pyrazole]-1-yl)pyrazine-2-thiol sodium